N1=CC=C2N1C(=CC=N2)N Pyrazolo[1,5-a]pyrimidin-7-amine